vinyl propanate C(CC)(=O)OC=C